6-(benzyloxy)-3-bromo-5-((triisopropylsilyl)oxy)quinoline C(C1=CC=CC=C1)OC=1C(=C2C=C(C=NC2=CC1)Br)O[Si](C(C)C)(C(C)C)C(C)C